CSC1=C(C2=CC=CC=C2C=C1)SC Bis(Methylthio)Naphthalene